FC(OC1=C(C=C(C=C1)C=1N=C2N(CC1)C=C(C=C2)N2CCNCC2)F)F 2-[4-(difluoromethoxy)-3-fluorophenyl]-7-(piperazin-1-yl)-4H-pyrido[1,2-a]pyrimidin